C(N)(=N)NC(CC1=C(C(=CC=C1Cl)C=1C=NC=NC1)Cl)=O N-carbamimidoyl-2-(2,6-dichloro-3-(pyrimidin-5-yl)phenyl)acetamide